(4-(7-hydroxyquinolin-4-yl)piperazin-1-yl)methanone OC1=CC=C2C(=CC=NC2=C1)N1CCN(CC1)C=O